C(CC(O)(C(=O)OCC(CCCCC)C)CC(=O)OCC(CCCCC)C)(=O)OCC(CCCCC)C tri(2-methyl-1-heptyl) citrate